N-(4-(methoxymethyl)pyridin-2-yl)-6-(1H-pyrazol-4-yl)benzo[d]thiazol-2-amine COCC1=CC(=NC=C1)NC=1SC2=C(N1)C=CC(=C2)C=2C=NNC2